di(2-ethylhexyl) 1,2-cyclohexanedicarboxylate C1(C(CCCC1)C(=O)OCC(CCCC)CC)C(=O)OCC(CCCC)CC